CC=1C=NC=C(C(=O)NC2=CC(=CC=C2)[C@H](C)NC=2C=C3C(=NC2)C=NN3C)C1 (S)-5-methyl-N-(3-(1-((1-methyl-1H-pyrazolo[4,3-b]pyridin-6-yl)amino)ethyl)phenyl)nicotinamide